FC=1C=CC=2N(C1)N=C(N2)N 6-fluoro-[1,2,4]triazolo[1,5-a]pyridine-2-amine